(2S,4R)-tert-butyl-(6-chlorobenzo[d]thiazol-2-yl)-4-hydroxypyrrolidine-1-carboxylate C(C)(C)(C)[C@]1(N(C[C@@H](C1)O)C(=O)[O-])C=1SC2=C(N1)C=CC(=C2)Cl